CN1C2=C(CCCC1)N=C(C=C2)NN2C(C1=CC=CC(=C1C2)C=2C=NN1C2C=CC(=C1)C)=O ((5-methyl-6,7,8,9-tetrahydro-5H-pyrido[3,2-b]azepin-2-yl)amino)-4-(6-methylpyrazolo[1,5-a]pyridin-3-yl)isoindolin-1-one